2-Acetyl-eugenol C(C)(=O)C1(C(C=C(C=C1)CC=C)OC)O